4-chloro-5-fluorophenyl-boric acid ClC1=CC=C(C=C1F)OB(O)O